tert-butyl (2-(4-(((2-(2-((3S,5S)-5-((S)-2-cyano-4,4-difluoropyrrolidine-1-carbonyl)-2-oxopyrrolidin-3-yl)acetyl)isoindolin-4-yl)methyl)amino)-4-oxobutanamido)ethyl)carbamate C(#N)[C@H]1N(CC(C1)(F)F)C(=O)[C@@H]1C[C@H](C(N1)=O)CC(=O)N1CC2=CC=CC(=C2C1)CNC(CCC(=O)NCCNC(OC(C)(C)C)=O)=O